(2-(bicyclo[1.1.1]pent-1-ylamino)-2-oxoacetyl)-N-(3-cyano-4-fluorophenyl)-1,3,5-trimethyl-1H-pyrrole-2-carboxamide C12(CC(C1)C2)NC(C(=O)C=2C(=C(N(C2C)C)C(=O)NC2=CC(=C(C=C2)F)C#N)C)=O